(4-fluorophenyl)-5-iodo-1H-indazole FC1=CC=C(C=C1)N1N=CC2=CC(=CC=C12)I